C[N+](CCC[Si](OC)(OC)OC)(CCCCCCCCCCCCCCCCCC)C dimethyloctadecyl(3-trimethoxysilyl-propyl)-ammonium